ClC=1C(=NC=CC1C1=C(C(=CC=C1)NC1=C(C(=C(C=C1)F)CNCCO)F)Cl)C1=CC(=C(CNCC2CCC(N2)=O)C=C1)OC 5-(((4-(3-chloro-4-(2-chloro-3-((2,4-difluoro-3-(((2-hydroxyethyl)amino)methyl)phenyl)amino)phenyl)pyridin-2-yl)-2-methoxybenzyl)amino)methyl)pyrrolidin-2-one